(1S,3S)-isopropyl 3-(4-(3-methyl-4-(((tetrahydro-2H-pyran-2-yl)oxy)methyl) Isoxazol-5-yl) Phenoxy)cyclohexane-1-carboxylate CC1=NOC(=C1COC1OCCCC1)C1=CC=C(O[C@@H]2C[C@H](CCC2)C(=O)OC(C)C)C=C1